C1(CC1)N1CCC(CC1)C=1C=C(C(=C(C1)C(C(=O)O)N1C[C@@H](CC1)OCCCCCC1=NC=2NCCCC2C=C1)OC)F 2-(5-(1-cyclopropylpiperidin-4-yl)-3-fluoro-2-methoxyphenyl)-2-((R)-3-((5-(5,6,7,8-tetrahydro-1,8-naphthyridin-2-yl)pentyl)oxy)pyrrolidin-1-yl)acetic acid